Methyl (S)-2-((tert-butoxycarbonyl)(methyl)amino)-3-(5-chloro-2-(pyrimidin-2-yloxy)phenyl)propanoate C(C)(C)(C)OC(=O)N([C@H](C(=O)OC)CC1=C(C=CC(=C1)Cl)OC1=NC=CC=N1)C